C(C)[C@@H]1CN=C2N1C1=CC=C(C=C1C(N2CC)=O)S(=O)(=O)NC2(CC2)C (R)-1,4-diethyl-N-(1-methyl-cyclopropyl)-5-oxo-1,2,4,5-tetrahydroimidazo[1,2-a]-quinazoline-7-sulfonamide